(2R)-1-[(4aR,8aS)-3,4,4a,5,6,7,8,8a-Octahydro-2H-quinolin-1-yl]-5-amino-2-[cyclopropyl-[(2,4-dimethoxyphenyl)methyl]amino]pentan-1-one N1(CCC[C@H]2CCCC[C@H]12)C([C@@H](CCCN)N(CC1=C(C=C(C=C1)OC)OC)C1CC1)=O